(S)-2-(pyrrolidin-3-yloxy)pyridine Dihydrochloride Cl.Cl.N1C[C@H](CC1)OC1=NC=CC=C1